(4S)-4-(4-cyano-2-methoxyphenyl)-5-ethoxy-2,8-dimethyl-1,4-dihydro-1,6-naphthyridine-3-Formamide C(#N)C1=CC(=C(C=C1)[C@@H]1C(=C(NC2=C(C=NC(=C12)OCC)C)C)C(=O)N)OC